C1(CC1)NC(C1=CC(=CC=C1)N1CCNCCCNC(C=2N(N=C(C3=CC4=C1C=CN=C4C=C3)C2)C)=O)=O N-cyclopropyl-3-[11-methyl-9-oxo-2,3,4,5,6,7,8,9-octahydro-14,16-etheno-13,10-(metheno)pyrido[4,3-m][1,2,5,9,12]pentaazacycloheptadecin-1(11H)-yl]benzamide